NC1=C(C=C(C=N1)NC(C(N1C(CCCC1)C=1C=C2C3(C(NC2=CC1)=O)CC3)=O)=O)CC N-(6-amino-5-ethylpyridin-3-yl)-2-oxo-2-(2-(2'-oxospiro[cyclopropan-1,3'-indol]-5'-yl)piperidin-1-yl)acetamide